1-[4-(benzylamino)imidazo[2,1-f][1,2,4]triazin-2-yl]-2-methyl-1H-indole-4-carbonitrile C(C1=CC=CC=C1)NC1=NC(=NN2C1=NC=C2)N2C(=CC=1C(=CC=CC21)C#N)C